CN(CCNC(C1=CC=C(C=C1)C1=NC2=CC=C3C(=C2C=2C4CCC(C12)C4)C=NN3)=O)C N-(2-(dimethylamino)ethyl)-4-(8,9,10,11-tetrahydro-3H-8,11-methanopyrazolo[4,3-a]phenanthridin-7-yl)benzamide